1,6-bis-(triethoxy-silyl)-hexane C(C)O[Si](CCCCCC[Si](OCC)(OCC)OCC)(OCC)OCC